2-methanesulfonyl-2,6-diazaspiro[4.5]decane CS(=O)(=O)N1CC2(CC1)NCCCC2